C(C)(C)C1=C(C(=CC=C1)C(C)C)NC(=O)NS(=O)(=O)C1=C(C=CC=C1)B(O)O (2-(N-((2,6-diisopropylphenyl)carbamoyl)sulfamoyl)phenyl)boronic acid